(-)-(3aS,7aS)-benzyl hexahydro-1H-pyrrolo[2,3-c]pyridine-6(2H)-carboxylate N1CC[C@@H]2[C@H]1CN(CC2)C(=O)OCC2=CC=CC=C2